C(C1=CC=CC=C1)OC1=NC(=CC=C1N1C(C2=CC(=CC(=C2C1)Br)F)=O)OCC1=CC=CC=C1 2-[2,6-bis(benzyloxy)pyridin-3-yl]-4-bromo-6-fluoro-3H-isoindol-1-one